CC1N(CCOC1)C1=CC(NC(=C1)N1C(CCC1)C1=CC=CC=C1)=O 4-(3-methylmorpholin-4-yl)-6-(2-phenylpyrrolidin-1-yl)-1H-pyridin-2-one